C(#N)C1=CC=C(C(=C1CNC(=O)C=1N=NN(C1)CC=1N=C2N(C=C(C=C2CCC(=O)O)C2CC2)C1)F)OC 3-(2-((4-((6-cyano-2-fluoro-3-methoxybenzyl)carbamoyl)-1H-1,2,3-triazol-1-yl)methyl)-6-cyclopropylimidazo[1,2-a]pyridin-8-yl)propanoic acid